The molecule is a tripeptide composed of L-alanine, L-aspartic acid, and L-proline units joined in sequernce by peptide linkages. It has a role as a metabolite. It derives from a L-alanine, a L-aspartic acid and a L-proline. C[C@@H](C(=O)N[C@@H](CC(=O)O)C(=O)N1CCC[C@H]1C(=O)O)N